ClC1=C(C=CC(=C1)F)C1=CC(OC2=CC(=CC=C12)CN(C(=O)N(C)C)C)=O 1-((4-(2-chloro-4-fluorophenyl)-2-oxo-2H-chromen-7-yl)methyl)-1,3,3-trimethylurea